Cl.ClCC=1N2C(SC1)=NC(C2)C2=CC=CC=C2 3-(chloromethyl)-6-phenyl-5,6-dihydroimidazo[2,1-b]Thiazole hydrochloride